(R)-2,6-dichloro-4-(2-((3-methoxyphenyl)(methyl)phosphoryl)ethyl)benzoic acid ClC1=C(C(=O)O)C(=CC(=C1)CC[P@](=O)(C)C1=CC(=CC=C1)OC)Cl